1-(2-undecyl-1,3-dioxolan-4-yl)-2,5,8,11,14,17,20-heptaoxadocosan-22-ol C(CCCCCCCCCC)C1OCC(O1)COCCOCCOCCOCCOCCOCCOCCO